CCCCCCCCCCCCC(=O)OC[C@H](COP(=O)(O)OC[C@@H](C(=O)O)N)OC(=O)CCCCCCC/C=C\CCCCCCCCC 1-tridecanoyl-2-(9Z-nonadecenoyl)-glycero-3-phosphoserine